(S)-1-(piperidin-4-yl)ethane-1,2-diol N1CCC(CC1)[C@@H](CO)O